C(CCCCCC)OC(C1=CC(OC)=C(O)C(OC)=C1)=O Heptylsyringate